N-(1-(4-bromothiazol-2-yl)-3-(1,3-dioxoisoindolin-2-yl)propyl)-2-methylpropan-2-sulfinamide BrC=1N=C(SC1)C(CCN1C(C2=CC=CC=C2C1=O)=O)NS(=O)C(C)(C)C